SCC(=O)O sulfhydrylAcetic acid